N=1C(C2(C=C3C=CC=CC13)NCCC2)=O spiro[pyrrolidine-2,3'-quinolin]-2'-one